Methyl (S)-2-ethynylmorpholine-4-carboxylate C(#C)[C@H]1CN(CCO1)C(=O)OC